CC1SCCN1 methyltetrahydrothiazole